(biphenylyl)[phenyl(biphenylyl)triazinyl]carbazole C1(=C(C=CC=C1)C1=C(C=2NC3=CC=CC=C3C2C=C1)C1=NN=NC(=C1C1=C(C=CC=C1)C1=CC=CC=C1)C1=CC=CC=C1)C1=CC=CC=C1